(S)-1-(1-(3-chlorophenyl)-2-hydroxyethyl)-4-(3-methyl-1H-indazol-5-yl)pyridine ClC=1C=C(C=CC1)[C@@H](CO)N1CC=C(C=C1)C=1C=C2C(=NNC2=CC1)C